ethyl 5-((cyclohexyloxy)methyl)-3-((isoquinoline-1-carboxamido)methyl)-4,5-dihydroisoxazole-5-carboxylate C1(CCCCC1)OCC1(CC(=NO1)CNC(=O)C1=NC=CC2=CC=CC=C12)C(=O)OCC